CC(CC(C=C)=O)C 5-Methyl-hex-1-en-3-one